C(C)OC1=C(C(C1=O)=O)NCCCNC=1C=C(C=CC1)C(C(=O)N[C@@H](C(=O)NCC1=CC=C(C=C1)O)CCCN\C(=N/C(NCCNC(CC)=O)=O)\N)C1=CC=CC=C1 (2R)-2-(2-(3-((3-((2-ethoxy-3,4-dioxocyclobut-1-en-1-yl)amino)propyl)amino)phenyl)-2-phenylacetamido)-N-(4-hydroxybenzyl)-5-((Z)-2-((2-propionamidoethyl)carbamoyl)guanidino)pentanamide